FC1=C(C=CC=C1)C1=NC(=NC=C1)NCC1=C(N=NN1C)C1=NC=C(C(=N1)C)O[C@@H]1C[C@H](CCC1)C(=O)O (1S,3S)-3-((2-(5-(((4-(2-fluorophenyl)pyrimidin-2-yl)amino)methyl)-1-methyl-1H-1,2,3-triazol-4-yl)-4-methylpyrimidin-5-yl)oxy)cyclohexanecarboxylic acid